4-(2-methoxy-5-methylphenyl)-6-methylpyridine-3-carboxylic acid COC1=C(C=C(C=C1)C)C1=C(C=NC(=C1)C)C(=O)O